ClC1=C(N)C=CC=C1C1=NC=C(C=C1)C1OCCCO1 2-chloro-3-[5-(1,3-dioxan-2-yl)pyridin-2-yl]aniline